N-Isopropyl-N'-phenyl-p-phenylenediamin C(C)(C)NC1=CC=C(C=C1)NC1=CC=CC=C1